C1(=CC=CC=C1)C=1OC2=C(N1)C=CC(=C2)C2=CC=C(C=C2)N2C1=CC=C(C=C1C=1C=C(C=CC21)C=2C=NC1=CC=CC=C1C2)C=2C=NC1=CC=CC=C1C2 9-(4-(2-phenyl-benzoxazole-6-yl)-phenyl)-3,6-di-quinoline-3-yl-9H-carbazole